C(#N)[C@H](CC1=CC=C(C=C1)C=1C=NC(=CC1)C#N)NC(=O)[C@H]1OCCCNC1 (2S)-N-{(1S)-1-Cyano-2-[4-(6-cyanopyridin-3-yl)phenyl]ethyl}-1,4-oxazepane-2-carboxamide